C(C)OC(C=CC1(CCC(CC1)(C)C)O)OCC 1-(3,3-diethoxyprop-1-en-1-yl)-4,4-dimethylcyclohexan-1-ol